tert-butyl (4R)-4-((4-(3-(2,6-dioxopiperidin-3-yl)-7-fluoro-1-methyl-1H-indazol-6-yl)piperidin-1-yl)methyl)-3,3-dimethylpiperidine-1-carboxylate O=C1NC(CCC1C1=NN(C2=C(C(=CC=C12)C1CCN(CC1)C[C@H]1C(CN(CC1)C(=O)OC(C)(C)C)(C)C)F)C)=O